N1C=CC2=CC=C(C=C12)C1=NN2C(C(=NCC2)C)=C1C1=CC=NC=C1 (RS)-2-(1H-indol-6-yl)-4-methyl-3-(pyridin-4-yl)-6,7-dihydropyrazolo[1,5-a]pyrazin